2,2-diphenyl-2H-furo[3,4-f][1,3]benzodioxole-5,7-dione C1(=CC=CC=C1)C1(OC2=C(O1)C=C1C(=C2)C(OC1=O)=O)C1=CC=CC=C1